C=C(CCC1=C(N=C2CCC3CNCC3=C21)CCC(C=C)=C)C=C bis(3-methylenepent-4-enyl)hexahydropyrroloisoindole